4-((4-(3-(6,7-dimethoxy-3,4-dihydroisoquinolin-2(1H)-yl)-3-oxoprop-1-en-1-yl)-2-methoxyphenoxy)methyl)-N-hydroxybenzoamide COC=1C=C2CCN(CC2=CC1OC)C(C=CC1=CC(=C(OCC2=CC=C(C(=O)NO)C=C2)C=C1)OC)=O